C(CCC)/C(/C(=O)OCC)=C(/C(CC(C(=O)OCC)(F)F)CCC(C)C)\C Diethyl (Z)-2-butyl-6,6-difluoro-4-isopentyl-3-methylhept-2-enedioate